rac-(1R,2R,3R)-3-(4-bromophenyl)-1-fluoro-2-(methoxycarbonyl)cyclohexane-1-carboxylic acid BrC1=CC=C(C=C1)[C@H]1[C@@H]([C@](CCC1)(C(=O)O)F)C(=O)OC |r|